1-(Pyrid-2-yl)piperazine N1=C(C=CC=C1)N1CCNCC1